C1(CC1)C(=O)NC1=CC(=C(N=N1)C(=O)NC([2H])([2H])[2H])NC1=CC=CC=2C=3C(C4(N(C12)C)COC4)=NN(N3)C 6-(cyclopropanecarboxamido)-4-((2',5'-dimethyl-2',5'-dihydrospiro[oxetane-3,4'-[1,2,3]triazolo[4,5-c]quinolin]-6'-yl)amino)-N-(methyl-d3)pyridazine-3-carboxamide